C1(CC1)C1=CC(=NC=C1)N1C[C@]2(CC1)NCCOC2 (S)-2-(4-cyclopropylpyridin-2-yl)-9-oxa-2,6-diazaspiro[4.5]decane